1-(3-fluoropyrrolidin-3-yl)-N,N-dimethylmethylamine hydrochloride Cl.FC1(CNCC1)CN(C)C